C(CC)N([C@@H]1CC=2C=CC=C(C2CC1)O)CCC=1SC=CC1 (-)-(S)-5,6,7,8-tetrahydro-6-[propyl[2-(2-thienyl)ethyl]amino]-1-naphthol